ClC=1C=CC(=NC1)[C@@]1(OC2=C(O1)C=CC=C2C2CCC(CC2)NC)C (S)-4-(2-(5-chloropyridin-2-yl)-2-methylbenzo[d][1,3]dioxol-4-yl)-N-methylcyclohexan-1-amine